The molecule is a Mo-molybdopterin cofactor that is MoO2-molybdopterin cofactor in which one of the oxygen atoms attached to molybdenum is replaced by a sulfur atom. It derives from a MoO2-molybdopterin cofactor. It is a conjugate acid of a Mo(=O)(=S)-molybdopterin cofactor(2-). C([C@@H]1C(=C([C@H]2[C@@H](O1)NC3=C(N2)C(=O)NC(=N3)N)[S-])[S-])OP(=O)(O)O.O=[Mo+2]=S